C(C)OC1=NC(=CC=C1NC1=NNC2=CC(=CC=C12)[C@@H]1C[C@@]12C(NC1=CC=C(C=C21)OC)=O)S(=O)(=O)C (1R,2S)-2-(3-{[2-ethoxy-6-(methanesulfonyl)pyridin-3-yl]amino}-1H-indazol-6-yl)-5'-methoxyspiro[cyclopropane-1,3'-indol]-2'(1'H)-one